6-methyleneandrostene-4-ene-3,17-dione C=C1C[C@H]2[C@@H]3C=CC([C@@]3(C)CC[C@@H]2[C@]2(CCC(C=C12)=O)C)=O